pentacyclo[7.4.0.12,5.19,12.08,13]pentadeca-3-ene C12C3C=CC(CCC4C25CCC(C41)C5)C3